O1C2=C(OCC1)C=C(C=C2)N2C(C(=CC=C2)COC=2C(=CC(=C(OCC=1C=C(C#N)C=CC1)C2)C=O)C)=O 3-((5-((1-(2,3-dihydrobenzo[b][1,4]dioxin-6-yl)-2-oxo-1,2-dihydropyridin-3-yl)methoxy)-2-formyl-4-methylphenoxy)methyl)benzonitrile